3-(4-((2-fluorobenzyl)oxy)phenyl)propionic acid FC1=C(COC2=CC=C(C=C2)CCC(=O)O)C=CC=C1